FC=1C=NC=C(C1CC1=CC=C(C=C1)C(C(F)(F)F)(F)F)N1N=CC=C1 3-fluoro-4-[[4-(1,1,2,2,2-pentafluoroethyl)phenyl]methyl]-5-(1H-pyrazol-1-yl)pyridine